methyl 5-[4-(6-amino-3-pyridyl)piperazin-1-yl]pyridine-2-carboxylate NC1=CC=C(C=N1)N1CCN(CC1)C=1C=CC(=NC1)C(=O)OC